[Br-].C(C1=CC=CC=C1)(=O)C1=CC=C(OCCC[N+](CCCNS(=O)(=O)C2=C(C=C(C=C2C)C)C)(C)C)C=C1 3-(4-benzoylphenoxy)-N,N-dimethyl-N-(3-(2,4,6-trimethylphenylsulfonamido)propyl)propan-1-aminium bromide